[N+](=O)([O-])C1=CC=C(OP(=O)(OC2=CC=CC=C2)N[C@H](C(=O)OC2CCN(CC2)C(=O)OC(C)(C)C)C)C=C1 tert-butyl 4-(((2S)-2-(((4-nitrophenoxy)(phenoxy)phosphoryl)amino)propanoyl)oxy)piperidine-1-carboxylate